(S)-3-Chloro-N-(4-(piperidin-3-yl)-phenyl)-benzamid ClC=1C=C(C(=O)NC2=CC=C(C=C2)[C@H]2CNCCC2)C=CC1